(S)-6-((1-(2',4'-di-tert-butoxy-2-methyl-[4,5'-bipyrimidin]-6-yl)-4,4-difluoropyrrolidin-3-yl)oxy)-3-methyl-1-(2,2,2-trifluoroethyl)-1H-pyrazolo[4,3-c]pyridine C(C)(C)(C)OC1=NC=C(C(=N1)OC(C)(C)C)C1=NC(=NC(=C1)N1C[C@@H](C(C1)(F)F)OC1=CC2=C(C=N1)C(=NN2CC(F)(F)F)C)C